C(C1=CC=CC=C1)OC1=NC(=CC=C1C1=NN(C2=CC(=CC=C12)N1CCN(CC1)[C@@H]1CC[C@H](CC1)CC(=O)OC(C)(C)C)C)OCC1=CC=CC=C1 trans-tert-butyl 2-(4-(4-(3-(2,6-bis(benzyloxy)pyridin-3-yl)-1-methyl-1H-indazol-6-yl)piperazin-1-yl)cyclohexyl)acetate